NC=1C=C2CN(N(C(C2=CC1)=O)C1C(NC(CC1)=O)=O)C 3-(6-amino-3-methyl-1-oxo-3,4-dihydrophthalazin-2(1H)-yl)piperidine-2,6-dione